2-[1-[(2,3-difluorophenyl)methyl]-5-oxopyrrolidin-2-yl]-N-(isoquinoline-5-ylmethyl)acetamide FC1=C(C=CC=C1F)CN1C(CCC1=O)CC(=O)NCC1=C2C=CN=CC2=CC=C1